N-(4-(4-amino-7-isopropyl-6-methyl-7H-pyrrolo[2,3-d]pyrimidin-5-yl)benzyl)-5-fluoro-2-methoxybenzamide NC=1C2=C(N=CN1)N(C(=C2C2=CC=C(CNC(C1=C(C=CC(=C1)F)OC)=O)C=C2)C)C(C)C